C(C)C=1C=CC=C2C=CC=C(C12)C1=C(C=2N=C(N=CC2C=N1)OC[C@]12CCCN2C[C@@H](C1)F)F 7-(8-ethylnaphthalen-1-yl)-8-fluoro-2-(((2R,7aS)-2-fluorohexahydro-1H-pyrrolizin-7a-yl)methoxy)pyrido[4,3-d]pyrimidine